(S)-2,3,7,7-tetramethyl-4,10,15-trioxo-8-thia-3,11,14-triazaheptadec-16-ynoate C[C@@H](C(=O)[O-])N(C(CCC(SCC(NCCNC(C#C)=O)=O)(C)C)=O)C